NC1=NC2=CC(=CC=C2C(=N1)NC[C@H](C(C)(O)C)O)C1=CC=NN1 |r| rac-1-((2-amino-7-(1H-pyrazol-5-yl)quinazolin-4-yl)amino)-3-methylbutane-2,3-diol